4-(5-(1-(oxetan-3-yl)-1H-pyrazol-4-yl)benzo[d]oxazol-2-yl)picolinic acid ethyl ester C(C)OC(C1=NC=CC(=C1)C=1OC2=C(N1)C=C(C=C2)C=2C=NN(C2)C2COC2)=O